tert-butyl (2S,4S)-4-azido-2-carbamoylpyrrolidine-1-carboxylate N(=[N+]=[N-])[C@H]1C[C@H](N(C1)C(=O)OC(C)(C)C)C(N)=O